3-(Piperidin-1-yl)-1-(4-(pyridin-3-ylmethyl)-3,4-dihydroquinoxalin-1(2H)-yl)propan-1-one N1(CCCCC1)CCC(=O)N1CCN(C2=CC=CC=C12)CC=1C=NC=CC1